N-((1S,2R)-2-(6-fluoro-2,3-dimethylphenyl)-1-(5-oxo-4,5-dihydro-1,3,4-oxadiazol-2-yl)propyl)-8-hydroxy-8-methyl-5,6,7,8-tetrahydronaphthalene-2-sulfonamide FC1=CC=C(C(=C1[C@H]([C@@H](C=1OC(NN1)=O)NS(=O)(=O)C1=CC=2C(CCCC2C=C1)(C)O)C)C)C